NC1(CN(CCN(C1)C)C)C 6-amino-1,4,6-trimethyl-1,4-diazacycloheptane